ClC=1C=C(C(=NC1)C)N[C@@H](C)C=1SC(=CN1)C(=O)N[C@H](C(=O)NC1CC1)CC1CCCC1 (2S)-2-({2-[(1S)-1-[(5-chloro-2-methylpyridin-3-yl)amino]ethyl]-1,3-thiazol-5-yl}formamido)-3-cyclopentyl-N-cyclopropylpropanamide